O=C1NC(CC[C@H]1N1CCCC2=C(C=CC=C12)N1CCC(CC1)OC1CCN(CC1)C(=O)OC(C)(C)C)=O |r| Racemic-tert-butyl 4-[[1-[1-(2,6-dioxo-3-piperidyl)-3,4-dihydro-2H-quinolin-5-yl]-4-piperidyl]-oxy]piperidine-1-carboxylate